FC1(CCN(CC1)C1CCN(CC1)C=1N=C2N(C(C1C)=O)C=C(C=C2[C@@H](C)NC2=C(C(=O)O)C=CC=C2)C)F (R)-2-((1-(2-(4,4-difluoro-[1,4'-bipiperidin]-1'-yl)-3,7-dimethyl-4-oxo-4H-pyrido[1,2-a]pyrimidin-9-yl)ethyl)amino)benzoic acid